Sodium (2S)-2-((2S)-2-(((1,2-diphenylethoxy)carbonyl)amino)-4-methylpentanamido)-1-hydroxy-3-((S)-2-oxopyrrolidin-3-yl)propane-1-sulfonate C1(=CC=CC=C1)C(CC1=CC=CC=C1)OC(=O)N[C@H](C(=O)N[C@H](C(S(=O)(=O)[O-])O)C[C@H]1C(NCC1)=O)CC(C)C.[Na+]